octyl 10-oxohexadecanoate O=C(CCCCCCCCC(=O)OCCCCCCCC)CCCCCC